Cl.Cl.FC1=CC=C(C=C1)CCN1CCNCC1 1-[2-(4-fluorophenyl)ethyl]piperazine dihydrochloride